[Cl-].ClC1N(CCN1C(C)(C)C)C(C)(C)C 2-chloro-1,3-di-tert-butyl-imidazoline chloride